4-O-(2-azido-3,4,6-tri-O-benzyl-2-deoxy-β-D-glucopyranosyl)-2,3-di-O-benzyl-1-O-levulinoyl-D-ribitol N(=[N+]=[N-])[C@H]1[C@@H](O[C@@H]([C@H]([C@@H]1OCC1=CC=CC=C1)OCC1=CC=CC=C1)COCC1=CC=CC=C1)O[C@@H]([C@H]([C@H](COC(CCC(=O)C)=O)OCC1=CC=CC=C1)OCC1=CC=CC=C1)CO